1-(3,5-dichloro-pyridin-4-yl)-5-trifluoromethyl-1H-pyrazole-4-carboxylic acid ClC=1C=NC=C(C1N1N=CC(=C1C(F)(F)F)C(=O)O)Cl